2-methyl-1-pentaneOl tert-Butyl-(S)-4-(3-bromophenyl)-3-methylpiperazine-1-carboxylate C(C)(C)(C)[C@@H]1N(CCN(C1C)C1=CC(=CC=C1)Br)C(=O)OCC(CCC)C